4-[[3-fluoro-2-methoxy-propyl]-[4-(5,6,7,8-tetrahydro-1,8-naphthyridin-2-yl)butyl]amino]-2-[[1-(8-fluoroquinazolin-4-yl)cyclopropanecarbonyl]amino]butanoic acid FCC(CN(CCC(C(=O)O)NC(=O)C1(CC1)C1=NC=NC2=C(C=CC=C12)F)CCCCC1=NC=2NCCCC2C=C1)OC